(2S,5R)-4-cyclopropyl-2,5-dimethyl-N-pentylpiperazine-1-carboxamide C1(CC1)N1C[C@@H](N(C[C@H]1C)C(=O)NCCCCC)C